(S-fluoro-N-((trifluoromethyl)sulfonyl)sulfonimidoyl)((trifluoromethyl)sulfonyl)amide FS(=O)(=NS(=O)(=O)C(F)(F)F)[N-]S(=O)(=O)C(F)(F)F